benzene-1,4-disulphonate C1(=CC=C(C=C1)S(=O)(=O)[O-])S(=O)(=O)[O-]